C1(=CC=CC=C1)C1=NC(=CC(=N1)C1=C(C(=C(C(=C1N1C2=CC=CC=C2C=2C=C(C=CC12)C(C)(C)C)C1=CC=NC=C1)N1C2=CC=CC=C2C=2C=C(C=CC12)C(C)(C)C)N1C2=CC=CC=C2C=2C=C(C=CC12)C(C)(C)C)N1C2=CC=CC=C2C=2C=C(C=CC12)C(C)(C)C)C1=CC=CC=C1 9,9',9'',9'''-(4-(2,6-diphenylpyrimidin-4-yl)-6-(pyridin-4-yl)benzene-1,2,3,5-tetrayl)tetrakis(3-(tert-butyl)-9H-carbazole)